2-(4-chloro-2-pyridinyl)-6-[3-(4-pyridinyl)propoxy]-3H-quinazolin-4-one hydrochloride Cl.ClC1=CC(=NC=C1)C1=NC2=CC=C(C=C2C(N1)=O)OCCCC1=CC=NC=C1